(2R*,4S*)-4-tert-butyl-N-{(2S)-4-methoxy-3-oxo-1-[(3S)-2-oxopyrrolidin-3-yl]butan-2-yl}-1-[N-(trifluoromethanesulfonyl)-L-valyl]piperidine-2-carboxamide C(C)(C)(C)[C@@H]1C[C@@H](N(CC1)C([C@@H](NS(=O)(=O)C(F)(F)F)C(C)C)=O)C(=O)N[C@@H](C[C@H]1C(NCC1)=O)C(COC)=O |o1:4,6|